8-(4-fluoro-2-(trifluoromethyl)phenyl)-9-(4-((1-(3-fluoropropyl)azetidin-3-ylidene)methyl)phenyl)-6,7-dihydro-5H-benzo[7]annulene-3-carboxylic acid FC1=CC(=C(C=C1)C=1CCCC2=C(C1C1=CC=C(C=C1)C=C1CN(C1)CCCF)C=CC(=C2)C(=O)O)C(F)(F)F